COCCOC=C (2-METHOXYETHYL)VINYLETHER